The molecule is an alpha,omega dicarboxyacyl-CoA that results from the formal condensation of the thiol group of coenzyme A with one of the carboxy groups of dodecanedioic acid. It derives from a dodecanedioic acid. It is a conjugate acid of a dodecanedioyl-CoA(5-). CC(C)(COP(=O)(O)OP(=O)(O)OC[C@@H]1[C@H]([C@H]([C@@H](O1)N2C=NC3=C(N=CN=C32)N)O)OP(=O)(O)O)[C@H](C(=O)NCCC(=O)NCCSC(=O)CCCCCCCCCCC(=O)O)O